1-(benzyloxy)-3-[(4-methoxybenzyl)amino]propan-2-ol C(C1=CC=CC=C1)OCC(CNCC1=CC=C(C=C1)OC)O